C1CC12NCCC(C2)C2=NN1C(=NC(=CC1=O)C=1C=C(C=3N(N1)C=C(N3)C)C)S2 2-(4-Azaspiro[2.5]octan-7-yl)-7-(2,8-dimethylimidazo[1,2-b]pyridazin-6-yl)-[1,3,4]thiadiazolo[3,2-a]pyrimidin-5-on